2,3-dimethyl-6-ethyl-4-isopropoxyphenol CC1=C(C(=CC(=C1C)OC(C)C)CC)O